(1S,2S,4S)-2-amino-4-(trifluoromethoxy)cyclopentane-1-ol N[C@@H]1[C@H](C[C@H](C1)OC(F)(F)F)O